Cl.FC=1C=C(OCCN)C=CC1C(F)(F)F 2-(3-fluoro-4-(trifluoromethyl)phenoxy)ethylamine hydrochloride